ClC=1C=C(C=C2C(=C(C=NC12)C#N)NC1=CC(=C(C=C1)F)Cl)N[C@H](C=1N=NN(C1)C(C)C)C=1SC=C(C1)C#N (R)-8-chloro-4-((3-chloro-4-fluorophenyl)amino)-6-(((4-cyanothiophen-2-yl)(1-isopropyl-1H-1,2,3-triazol-4-yl)methyl)amino)quinoline-3-carbonitrile